(S)-N-(3-(1-((2-ethyl-2H-pyrazolo[3,4-b]pyrazin-6-yl)amino)ethyl)phenyl)-5-fluoro-6-methylnicotinamide C(C)N1N=C2N=C(C=NC2=C1)N[C@@H](C)C=1C=C(C=CC1)NC(C1=CN=C(C(=C1)F)C)=O